7-(1-(5-((methylsulfonyl)methyl)pyridin-2-yl)-1H-pyrazol-4-yl)-3H-imidazo[4,5-b]pyridine CS(=O)(=O)CC=1C=CC(=NC1)N1N=CC(=C1)C1=C2C(=NC=C1)NC=N2